2-Methoxyethyl (5-(4-Oxo-3,4-dihydrophthalazin-1-yl)-1H-benzimidazol-2-yl)carbamat O=C1NN=C(C2=CC=CC=C12)C1=CC2=C(NC(=N2)NC(OCCOC)=O)C=C1